1-(azetidin-3-yl)-4-(azidomethyl)piperidine N1CC(C1)N1CCC(CC1)CN=[N+]=[N-]